(trans)-5-bromo-4-fluoro-2-(((2R,7aS)-2-fluorotetrahydro-1H-pyrrolizin-7a(5H)-yl)methoxy)-10-methyl-7a,8,9a,10-tetrahydro-9H-cyclobuta[2,3][1,4]oxazepino[5,6,7-de]quinazoline BrC=1C=C2C3=C(N=C(N=C3C1F)OC[C@]13CCCN3C[C@@H](C1)F)N([C@H]1[C@H](O2)CC1)C